3,5-dihydroxy-2,4,6-trinitrofluorobenzene bisammonium salt [NH4+].[NH4+].OC=1C(=C(C(=C(C1[N+](=O)[O-])O)[N+](=O)[O-])F)[N+](=O)[O-]